NC=1C(NC2=C3C=CC=NC3=C(C=C2C1C1=C2C=NNC2=C(C=C1)F)N1CCCCC1)=O 3-amino-4-(7-fluoro-1H-indazol-4-yl)-6-piperidin-1-yl-1H-1,7-phenanthrolin-2-one